2,3,4,6,7,8,9,10-octahydro-pyrimido[1,2-a]Azepine N=1CCCN2C1CCCCC2